3-(2-hydroxyphenyl)-1'-phenyl-spiro[7H-pyrrolo[2,3-c]pyridazine-5,4'-piperidine]-6-one OC1=C(C=CC=C1)C1=CC2=C(N=N1)NC(C21CCN(CC1)C1=CC=CC=C1)=O